C1(CC1)C1=CC(=NN1C)NC(C(C)C=1C=C(C=CC1)C1=CC=C(C=C1)NC(\C=C\CN(C)C)=O)=O (E)-N-(3'-(1-((5-cyclopropyl-1-methyl-1H-pyrazol-3-yl)amino)-1-oxopropan-2-yl)-[1,1'-biphenyl]-4-yl)-4-(dimethylamino)but-2-enamide